N-((1r,3r)-3-((5-(1-ethyl-1H-benzo[d][1,2,3]triazol-6-yl)-4-methoxypyrrolo[2,1-f][1,2,4]triazin-2-yl)amino)-1-methylcyclobutyl)acetamide C(C)N1N=NC2=C1C=C(C=C2)C=2C=CN1N=C(N=C(C12)OC)NC1CC(C1)(C)NC(C)=O